2-[4-(3-methylphenoxy)phenyl]-7-[1-(prop-2-enoyl)piperidin-4-yl]-4,5,6,7-tetrahydro-2H-pyrazolo[4,3-b]pyridine-3-carboxamide CC=1C=C(OC2=CC=C(C=C2)N2N=C3C(NCCC3C3CCN(CC3)C(C=C)=O)=C2C(=O)N)C=CC1